tert-butyl-(2s,3r,7ar)-3-(2-chloropyridin-3-yl)-2-(hydroxymethyl)tetrahydro-1H-pyrrolizine C(C)(C)(C)C1[C@@H]([C@@H](N2CCC=C12)C=1C(=NC=CC1)Cl)CO